ClC=1C=CC(=C(C1)C1=CC(=C(N=N1)C1OCC1)NC1=CC(=NC=C1)NC(CCN1CCN(CC1)C)=O)F N-(4-{[6-(5-chloro-2-fluorophenyl)-3-(oxetan-2-yl)pyridazin-4-yl]amino}pyridin-2-yl)-3-(4-methylpiperazin-1-yl)propanamide